OC1(CCCCC1)CNCC=1NC2=CC(=CC=C2C1)CNC(=O)C=1N=C2N(C(C1)=O)C=CC=C2 N-[[2-[[(1-hydroxycyclohexyl)methyl-amino]methyl]-1H-indol-6-yl]methyl]-4-oxo-pyrido[1,2-a]pyrimidine-2-carboxamide